tert-butyl 4-[dimethylamino(dimethyl)silyl]butanoate CN(C)[Si](CCCC(=O)OC(C)(C)C)(C)C